gamma-aminobutyrate NCCCC(=O)[O-]